diphenylmethylene(cyclopentadienyl)(9-fluorenyl)zirconium dichloride [Cl-].[Cl-].C1(=CC=CC=C1)C(C1=CC=CC=C1)=[Zr+2](C1C2=CC=CC=C2C=2C=CC=CC12)C1C=CC=C1